1-(4-((4-(3,4-dichloro-2-fluorobenzyl)-7-methoxyquinazolin-6-yl)oxy)piperidin-1-yl)prop-2-yn-1-one ClC=1C(=C(CC2=NC=NC3=CC(=C(C=C23)OC2CCN(CC2)C(C#C)=O)OC)C=CC1Cl)F